1-(4-fluorobenzyl)-1H-pyrazole-4-carboxylic acid FC1=CC=C(CN2N=CC(=C2)C(=O)O)C=C1